N-(4-(3-(2,4-dioxotetrahydropyrimidin-1(2H)-yl)-2-methylphenyl)but-3-yn-1-yl)acetamide O=C1N(CCC(N1)=O)C=1C(=C(C=CC1)C#CCCNC(C)=O)C